4-amino-7-fluoro-N-methyl-N-(7-(trifluoro-methyl)-3,4-dihydro-2H-pyrano[3,2-b]pyridin-4-yl)imidazo[1,5-a]quinoxaline-8-carboxamide NC=1C=2N(C3=CC(=C(C=C3N1)F)C(=O)N(C1CCOC=3C1=NC=C(C3)C(F)(F)F)C)C=NC2